C1OCC12CN(C2)[C@H]2[C@@H](CCC2)OC=2C=C1CN(C(C1=CC2)=O)C2C(NC(CC2)=O)=O 3-(5-(((1R,2R)-2-(2-oxa-6-azaspiro[3.3]heptan-6-yl)cyclopentyl)oxy)-1-oxoisoindolin-2-yl)piperidine-2,6-dione